FC1=C(C(=C(C=C1)OC)F)OC 1,3-difluoro-2,4-dimethoxy-benzene